ClC1=C(C=CC=C1)C=1N(C(=C(N1)C1=CC=CC=C1)C1=CC=CC=C1)N1C(=NC(=C1C1=CC(=C(C=C1)OC)OC)C1=C(C=CC=C1)Cl)C1=C(C=CC=C1)Cl tris(2-chlorophenyl)-5-(3,4-dimethoxyphenyl)-4',5'-diphenyl-1,1'-biimidazole